(pyridin-2-ylmethyl)aniline N1=C(C=CC=C1)CNC1=CC=CC=C1